[Na+].C(CNC(=O)C1=CC=CC=C1)(=O)[O-] Hippurate sodium